C(C=C)OC1=CC=C(C=C1)B1OC(C)(C)C(C)(C)O1 4-(allyloxy)phenylboronic acid pinacol ester